CN1C(N(C2=C1C=C(C=C2)C=2CCN(CC2)C(=O)OC(C)(C)C)COCC[Si](C)(C)C)=O tert-butyl 4-[3-methyl-2-oxo-1-(2-trimethylsilylethoxymethyl)benzimidazol-5-yl]-3,6-dihydro-2H-pyridine-1-carboxylate